C[Si](OC)(OC)C(C1=CC=CC=C1)O methyl-(hydroxybenzyl)dimethoxysilane